N[C@@H]1C(N(C2=C(C(C1)(F)F)C=C(C(=C2)C=2OC(=NN2)C(C)(S(=O)(=O)C)C)F)CC2=CC=C(C=C2)C2=CC=C(C=C2)C(F)(F)F)=O (3S)-3-amino-5,5,7-trifluoro-8-[5-(1-methyl-1-methylsulfonyl-ethyl)-1,3,4-oxadiazol-2-yl]-1-[[4-[4-(trifluoromethyl)phenyl]phenyl]methyl]-3,4-dihydro-1-benzazepin-2-one